3,3-bis(4'-hydroxy-3'-t-butylphenyl)butanoic acid OC1=C(C=C(C=C1)C(CC(=O)O)(C)C1=CC(=C(C=C1)O)C(C)(C)C)C(C)(C)C